1-dodecyl-3-(3-octadecyl)imidazolium acetate C(C)(=O)[O-].C(CCCCCCCCCCC)N1C=[N+](C=C1)C(CC)CCCCCCCCCCCCCCC